FC(N1N=CC(=C1)[C@@H]1[C@H](C1)C=1C(N(C(=CC1)C)C1=CC=NC=C1C)=O)F ((1S,2S)-2-(1-(difluoromethyl)-1H-pyrazol-4-yl)cyclopropyl)-5',6-dimethyl-2H-[1,4'-bipyridin]-2-one